COC1CC2=CC=CC=C2C1 2-methoxy-2,3-dihydro-1H-indene